FC(C)(F)C1=NC(=CC(=N1)NC1=C(C=NC(=C1)NC(C)=O)C1=NC=C(C=C1)CN(C)C)CC N-(4'-((2-(1,1-difluoroethyl)-6-ethylpyrimidin-4-yl)amino)-5-((dimethylamino)methyl)-[2,3'-bipyridin]-6'-yl)acetamide